N-((R)-5-(5-ethyl-1,2,4-oxadiazol-3-yl)-2,3-dihydro-1H-inden-1-yl)-4-(1-hydroxyethyl)picolinamide C(C)C1=NC(=NO1)C=1C=C2CC[C@H](C2=CC1)NC(C1=NC=CC(=C1)C(C)O)=O